C(C)(C)N1N=CC(=C1)C=1C=C(C=CC1)N(C(=O)[C@@H]1CC[C@H](CC1)CNC(CC)=O)C[C@@H]1CC[C@H](CC1)C1=CC(=C(C=C1)OC)C (trans)-N-(3-(1-Isopropyl-1H-pyrazol-4-yl)phenyl)-N-(((trans)-4-(4-methoxy-3-methylphenyl)cyclohexyl)methyl)-4-(propionamidomethyl)cyclohexane-carboxamide